FC(C(=O)O)(F)F.C1(CC1)N(C(=O)C=1C=CC2=C(OCC(N2)=O)C1)CC1=CC=C(C=C1)C(NC1=CC=C2CCNCC2=C1)=O N-cyclopropyl-3-oxo-N-(4-((1,2,3,4-tetrahydroisoquinolin-7-yl)carbamoyl)benzyl)-3,4-dihydro-2H-benzo[b][1,4]oxazine-7-carboxamide 2,2,2-trifluoroacetate